ClCC(=O)NC(=O)OC[C@H]1N(CCC1)C(=O)[O-] (2s)-2-({[(chloroacetyl)carbamoyl]oxy}methyl)pyrrolidine-1-carboxylate